N1N=NC2=C1C=CC(=C2)CN2C(C1=CC=CC=C1C2=O)CC2=C(C=NC=C2C#N)Cl 4-((2-((1H-benzo[d][1,2,3]triazol-5-yl)methyl)-3-oxoisoindolin-1-yl)methyl)-5-chloronicotinonitrile